Cl.C(=C/C1=CC=CC=C1)/C1CCNCC1 (Z)-4-styrylpiperidine hydrochloride